NC=1C=C(C=C(C1)OC1=NC=C(N=C1)C=1C=NN(C1)C)CCCCO 4-(3-amino-5-((5-(1-methyl-1H-pyrazol-4-yl)pyrazine-2-yl)oxy)phenyl)butan-1-ol